CC1=NC(=CC=C1C1=CC(COC1)=O)C=1N=NN(C1COC1OCC1)C 5-(2-methyl-6-{1-methyl-5-[(oxetan-2-yloxy)methyl]-1H-1,2,3-triazol-4-yl}pyridin-3-yl)-3,6-dihydro-2H-pyran-3-one